COCCOCC1(NC2=C(NC1=O)C=NC1=C2C=CN1S(=O)(=O)C1=CC=CC=C1)C 2-((2-methoxyethoxy)methyl)-2-methyl-7-(benzenesulfonyl)-1,2,4,7-tetrahydro-3H-pyrrolo[3',2':5,6]pyrido[3,4-b]pyrazin-3-one